N1C=C(C2=CC=CC=C12)C=1C=2N(N=C(C1)NC1=C(C(=O)O)C=CC=C1)C=CN2 ((8-(1H-indole-3-yl)imidazo[1,2-b]pyridazine-6-yl)amino)benzoic acid